FC([C@H]1N(C(OC1)=C=O)C1=NN2CCOC3=C(C2=C1)C=CC(=C3)N[C@H](C(=O)N)C)F (S)-2-((2-((S)-4-(difluoromethyl)-2-carbonyloxazolidin-3-yl)-5,6-dihydrobenzo[f]pyrazolo[1,5-d][1,4]oxazepin-9-yl)amino)propanamide